manganese(II) cyclohexane butyrate C(CCC)(=O)[O-].C1CCCCC1.[Mn+2].C(CCC)(=O)[O-]